tert-butyl (6aR,9R)-9-(bis(ethyl-d5)carbamoyl)-5-bromo-7-(methyl-d3)-6a,7,8,9-tetrahydroindolo[4,3-fg]quinoline-4(6H)-carboxylate C(C([2H])([2H])[2H])([2H])([2H])N(C(=O)[C@H]1CN([C@@H]2CC=3C4=C(C2=C1)C=CC=C4N(C3Br)C(=O)OC(C)(C)C)C([2H])([2H])[2H])C(C([2H])([2H])[2H])([2H])[2H]